(2S,3S)-(-)-2,3-bis(diphenyl-phosphino)butane C1(=CC=CC=C1)P([C@@H](C)[C@H](C)P(C1=CC=CC=C1)C1=CC=CC=C1)C1=CC=CC=C1